9-(1-((6-chloro-2-(1-methyl-1H-pyrazol-4-yl)pyridin-3-yl)amino)ethyl)-4,7-dimethyl-3-(1-methylpyrrolidin-3-yl)-3,4-dihydro-5H-pyrazolo[3,4-c]isoquinolin-5-one ClC1=CC=C(C(=N1)C=1C=NN(C1)C)NC(C)C=1C=2C3=C(N(C(C2C=C(C1)C)=O)C)N(N=C3)C3CN(CC3)C